CN1N=C(C2=CC=C(C=C12)[C@@H]1C[C@H](N(CC1)CC1CCNCC1)C)C1C(NC(CC1)=O)=O 3-[1-methyl-6-[(2R,4S)-2-methyl-1-(4-piperidylmethyl)-4-piperidinyl]indazol-3-yl]piperidine-2,6-dione